N-[2-[3-[(4R)-2-oxooxazolidin-4-yl]propionyl]-2-azaspiro[3.3]heptan-6-yl]-3-(trifluoromethyl)benzenesulfonamide O=C1OC[C@H](N1)CCC(=O)N1CC2(C1)CC(C2)NS(=O)(=O)C2=CC(=CC=C2)C(F)(F)F